CC1([C@@H]2CCC([C@@H]([C@]2(CCC1)C)CC[C@H](C=O)C)=C)C (2R)-4-[(1S,4aS,8aS)-5,5,8a-trimethyl-2-methylene-decalin-1-yl]-2-methyl-butanal